ClC=1C=C(C=2C(=NSN2)C1)C(=O)NN 6-chloro-2,1,3-benzothiadiazole-4-carbohydrazide